1-[5-Ethynyl-2-({4-[4-(oxetan-3-yl)piperazin-1-yl]phenyl}amino)pyrido[2,3-d]pyrimidin-7-yl]-1,3-diazaspiro[4.4]nonan-2-one C(#C)C1=CC(=NC=2N=C(N=CC21)NC2=CC=C(C=C2)N2CCN(CC2)C2COC2)N2C(NCC21CCCC1)=O